C(C)(C)(CC)OC(CC1CCCCC1)=O tert-Pentylcyclohexylacetat